[Cu].[Si].[Cu] Copper-Silicon-Copper